C(C)N(C(OC(C)(C)C)=O)C1CN2C(OC1)=C(C(=N2)C2=C(C=CC=C2)F)C(N[C@@H]2C(NC1=C(C(=N2)C2=CC=CC=C2)C=CC=C1F)=O)=O tert-butyl N-ethyl-N-[3-[[(3S)-9-fluoro-2-oxo-5-phenyl-1,3-dihydro-1,4-benzodiazepin-3-yl]carbamoyl]-2-(2-fluorophenyl)-6,7-dihydro-5H-pyrazolo[5,1-b][1,3]oxazin-6-yl]carbamate